C(N)(OCC(N)C(C)(C)C)=O tert-Butyl-(2-aminoethyl) carbamat